2-(6-(1-((1S,2R,3S,5S)-2-fluoro-1,5-dimethyl-8-azabicyclo[3.2.1]oct-6-en-3-yl)vinyl)pyridazin-3-yl)-5-(2-methoxypyridin-4-yl)phenol F[C@H]1[C@@]2(C=C[C@](C[C@H]1C(=C)C1=CC=C(N=N1)C1=C(C=C(C=C1)C1=CC(=NC=C1)OC)O)(N2)C)C